N-[4-(2-nitrophenyl)-6-oxo-1-phenyl-5,7-dihydro-4H-pyrazolo[3,4-b]pyridin-5-yl]-3-(trifluoromethyl)benzamide [N+](=O)([O-])C1=C(C=CC=C1)C1C2=C(NC(C1NC(C1=CC(=CC=C1)C(F)(F)F)=O)=O)N(N=C2)C2=CC=CC=C2